C1(=CC=CC=C1)C(C(N)C1=CC=CC=C1)N 1,2-diphenyl-ethane-1,2-diamine